(R)-N-(5-(2-cyano-5-((4-methylmorpholin-2-yl)methoxy)pyridin-4-yl)pyrazolo[1,5-a]pyridin-2-yl)cyclopropanecarboxamide C(#N)C1=NC=C(C(=C1)C1=CC=2N(C=C1)N=C(C2)NC(=O)C2CC2)OC[C@H]2CN(CCO2)C